(-)-menthylpyrrolidonecarboxylate C1(CC(C(CC1)C(C)C)OC(=O)N1C(CCC1)=O)C